4-[7-(6-Amino-3-methylsulfonylpyridin-2-yl)-6-chloroquinazolin-4-yl]piperazine-1-carboxylic acid tert-butyl ester C(C)(C)(C)OC(=O)N1CCN(CC1)C1=NC=NC2=CC(=C(C=C12)Cl)C1=NC(=CC=C1S(=O)(=O)C)N